FC=1C=C2C=CC=NC2=C(C1)NS(=O)(=O)C=1N(C=CN1)C1=CC=C(C=C1)C(F)(F)F N-(6-Fluoro-8-quinolyl)-1-[4-(trifluoromethyl)phenyl]imidazole-2-sulfonamide